N1(N=CC=C1)CC1=CC(=NC(=C1)OC)Cl 4-((1H-pyrazol-1-yl)methyl)-2-chloro-6-methoxypyridine